FC=1C(N(C=C(C1)CCN1CC(C1)F)C(C(=O)O)CCC)=O 2-(3-fluoro-5-(2-(3-fluoroazetidin-1-yl)ethyl)-2-oxopyridin-1(2H)-yl)pentanoic acid